methyl 3-methyl-1H-pyrazole-5-carboxylate CC1=NNC(=C1)C(=O)OC